N1C=CC=2C1=NC=C(C2)OC2=C(C(=O)N)C=CC(=C2)N2CCC1(CC(C1)N1[C@@H](CCC1)C1=C(C=CC=C1)CC)CC2 2-((1H-pyrrolo[2,3-b]pyridin-5-yl)oxy)-4-(2-((S)-2-(2-ethylphenyl)pyrrolidin-1-yl)-7-azaspiro[3.5]nonan-7-yl)benzamide